Cl.Cl.C1N(CCC2=CC=CC=C12)C[C@H](CN1CC(OC2=C(C1=O)C=CC(=C2)OC2CCNCC2)(C)C)O 4-[(2R)-3-(3,4-dihydro-1H-isoquinolin-2-yl)-2-hydroxy-propyl]-2,2-dimethyl-8-(4-piperidinyloxy)-3H-1,4-benzoxazepin-5-one dihydrochloride